C(C)(C)(C)OC(=O)N1C(CCCC1)OC1=NC(=CC=C1)CO ((6-(hydroxymethyl)pyridin-2-yl)oxy)piperidine-1-carboxylic acid tert-butyl ester